O1CC=C(C=C1)CC(=O)[O-] 2H-pyran-4-acetate